C1(CC1)C1(C(NC(N1)=O)=O)CC(C(C)C)C(=O)N1CC2=CC=C(C=C2C1)C(F)(F)F 5-cyclopropyl-5-(3-methyl-2-(5-(trifluoromethyl)isoindoline-2-carbonyl)butyl)imidazolidine-2,4-dione